[S].[Cd].COCC=1C(C(CC1)C(CO)=C)(C)C 2-[3-(methoxymethyl)-2,2-dimethyl-cyclopent-3-en-1-yl]prop-2-en-1-ol cadmium sulfur